C1(=CC=C(C=C1)C1=CNC2=CC=C(C=C12)C(=O)O)C1=CC=CC=C1 3-([1,1'-biphenyl]-4-yl)-1H-indole-5-carboxylic acid